ClC1=CC=C(CNC(=O)NCCCCC2CCN(CC2)C(CC=2C=NC=CC2)=O)C=C1 1-(4-chlorobenzyl)-3-(4-(1-(2-(pyridin-3-yl)acetyl)piperidin-4-yl)butyl)urea